OCC1CCC(CC1)C1=CC=C(C=C1)O 4-hydroxymethyl-(4'-hydroxyphenyl)cyclohexane